ICCCCCCCCCCCCCCCCCOC1OCCCC1 2-((17-iodoheptadecyl)oxy)tetrahydro-2H-pyran